[(2S,3R,4R,5S,6S)-4,5-diacetoxy-6-[4-(hydroxymethyl)phenoxy]-2-methyl-tetrahydropyran-3-yl] acetate C(C)(=O)O[C@@H]1[C@@H](O[C@H]([C@H]([C@@H]1OC(C)=O)OC(C)=O)OC1=CC=C(C=C1)CO)C